5-((2-(4-((4-cyclopropyl-3-(hydroxymethyl)benzyl)amino)butoxy)ethyl)amino)benzo[c][2,6]naphthyridine-8-carboxamide C1(CC1)C1=C(C=C(CNCCCCOCCNC2=NC3=C(C4=CN=CC=C24)C=CC(=C3)C(=O)N)C=C1)CO